1-(3,5-bis((9Z,12Z)-octadeca-9,12-dien-1-yloxy)phenyl)-N,N-dimethylamine C(CCCCCCC\C=C/C\C=C/CCCCC)OC=1C=C(C=C(C1)OCCCCCCCC\C=C/C\C=C/CCCCC)CNC